[Br-].C(CCCCCCCCCCCCCCC)C=1C(=C(C(=NC1)C)C)C hexadecyl-trimethyl-pyridine bromide salt